N-cyclopropyl-6-{4-[4-(1,3-dioxolan-2-yl)pyridin-2-yl]-2,3-dihydroindol-1-yl}-8-{[(4-methoxyphenyl)methyl](methyl)amino}imidazo[1,2-b]pyridazine-3-carboxamide C1(CC1)NC(=O)C1=CN=C2N1N=C(C=C2N(C)CC2=CC=C(C=C2)OC)N2CCC1=C(C=CC=C21)C2=NC=CC(=C2)C2OCCO2